C1CC12CC(C2)N2CCN(CC2)C2=CC=C1C(=N2)C(=CN1)NC(NC1=CC=C(C=C1)C(F)(F)F)=O 3-[5-(4-{spiro[2.3]hexan-5-yl}piperazin-1-yl)-1H-pyrrolo[3,2-b]pyridin-3-yl]-1-[4-(trifluoromethyl)phenyl]urea